COC(=O)C1=C(C2=C(N(C=3C2=NC=C(C3)C3=C(N=NN3C)C)[C@@H](C3CCOCC3)C3=CC=CC=C3)S1)F (S)-6-(1,4-dimethyl-1H-1,2,3-triazol-5-yl)-3-fluoro-8-(phenyl-(tetrahydro-2H-pyran-4-yl)methyl)-8H-thieno[3',2':4,5]pyrrolo[3,2-b]pyridine-2-carboxylic acid methyl ester